5-chloro-2-(4-(((3r,4r)-3-methyltetrahydro-2H-pyran-4-yl)amino)pyrido[3,4-d]pyridazin-1-yl)phenol ClC=1C=CC(=C(C1)O)C1=C2C(=C(N=N1)N[C@H]1[C@H](COCC1)C)C=NC=C2